4-[3-(3,4-dimethoxybenzyl)-6-[2-fluoro-1-(hydroxymethyl)ethoxy]-2,4-dioxo-3,4-dihydroquinazolin-1(2H)-yl]piperidine-1-carbaldehyde COC=1C=C(CN2C(N(C3=CC=C(C=C3C2=O)OC(CF)CO)C2CCN(CC2)C=O)=O)C=CC1OC